[C@@H]1([C@H](O)[C@H](O)[C@@H](C(O)C(=O)[O-])O1)N1C=NC=2C(O)=NC=NC12 5'-inosinate